ClC=1C(=CC=C2N=CC(=NC12)C=1C=NN(C1)C[C@H]1[C@@H](CN(CC1)C)F)OC=1C=CC2=C(NC(=N2)C)C1 8-chloro-2-(1-(((3S,4S)-3-fluoro-1-methylpiperidin-4-yl)methyl)-1H-pyrazol-4-yl)-7-((2-methyl-1H-benzo[d]imidazol-6-yl)oxy)quinoxaline